C12(CC(C1)C2)CC(=O)NC2=C(C=C(C=C2C)N2CC1=CC=C(C=C1CC2)F)SCC (bicyclo[1.1.1]pentan-1-yl)-N-(2-(ethylsulfanyl)-4-(6-fluoro-3,4-dihydroisoquinolin-2(1H)-yl)-6-methylphenyl)acetamide